FC1=C(C=CC(=C1)OC1=CC2=C(N(N=N2)C)C=C1)NC1=NC=NC2=C1N=C(N=C2)N2CCN(CC2)C(C=C)=O 1-(4-(8-((2-fluoro-4-((1-methyl-1H-benzo[d][1,2,3]triazol-5-yl)oxy)phenyl)amino)pyrimido[5,4-d]pyrimidin-2-yl)piperazin-1-yl)prop-2-en-1-one